C(C1=CC=CC=C1)O[C@H]1C2(O[C@@H]([C@@H]([C@@H]1N1N=NC(=C1)C1=CC(=C(C(=C1)F)F)F)OCC1=CC=CC=C1)COCC1=CC=CC=C1)OC1=CC=C(C=C1CC2)OC 1-((3'R,4'S,5'R,6'R)-3',5'-bis(benzyloxy)-6'-((benzyloxy)methyl)-6-methoxy-3',4',5',6'-tetrahydrospiro[chromane-2,2'-pyran]-4'-yl)-4-(3,4,5-trifluorophenyl)-1H-1,2,3-triazole